FC(C1=CC=C(C=C1)N1CCC(CC1)CN1C=CC2=CC(=CC=C12)NC(C=C)=O)(F)F N-(1-((1-(4-(trifluoromethyl)phenyl)piperidin-4-yl)methyl)-1H-indol-5-yl)-acrylamide